C(C#C)OCCCCOCCS(=O)(=O)Cl 2-(4-prop-2-ynoxybutoxy)ethanesulfonyl chloride